FC1(CC1)C(=O)NC1=NC=C(C(=O)NC([2H])([2H])[2H])C(=C1)NC=1C=NN2C1C(=C(C=C2)[C@@H](C(F)(F)F)O)OC (S)-6-(1-fluorocyclopropane-1-carboxamido)-4-((4-methoxy-5-(2,2,2-trifluoro-1-hydroxyethyl)pyrazolo[1,5-a]pyridin-3-yl)amino)-N-(methyl-d3)nicotinamide